(R)- or (S)-N-(1-(4-(trifluoromethyl)phenyl)-2,3,4,5-tetrahydro-1H-benzo[b]azepin-3-yl)acrylamide FC(C1=CC=C(C=C1)N1C2=C(CC[C@H](C1)NC(C=C)=O)C=CC=C2)(F)F |o1:13|